4-(5-phenyl-1H-pyrazol-3-yl)piperidine C1(=CC=CC=C1)C1=CC(=NN1)C1CCNCC1